N1=C(C=CC=C1)C=1N=C(SC1CO)NC1=NC=CC(=C1)C(F)(F)F (4-(pyridin-2-yl)-2-(4-(trifluoromethyl)pyridin-2-ylamino)thiazol-5-yl)methanol